1,2-dimethyl-azetidine CN1C(CC1)C